3-bromo-5-chloro-4-(methoxymethyl)pyridine BrC=1C=NC=C(C1COC)Cl